C(C1=CC=CC=C1)N1CCN(C2(CCC2)C1)C1=NN(C(=C1)C)C1CC2(CN(C2)C(=O)OC(C)(C)C)C1 Tert-butyl 6-(3-(8-benzyl-5,8-diazaspiro[3.5]nonan-5-yl)-5-methyl-1H-pyrazol-1-yl)-2-azaspiro[3.3]heptane-2-carboxylate